C1(CC1)CC1(C(N2N(C1)CCC2C2=CC(=CC=C2)F)=O)C 6-(cyclopropylmethyl)-3-(3-fluorophenyl)-6-methyl-1,2,3,7-tetrahydropyrazolo[1,2-a]pyrazol-5-one